Cyclopentadienyltris(methylethylamino)Hafnium C1(C=CC=C1)[Hf](N(C)CC)(N(C)CC)N(CC)C